CC1=C(C(=C(C1([Hf]C=1CC=2C=C3C(=CC2C1C(C)CC)C=CC=C3)C)C)C)C Pentamethylcyclopentadienyl-(1-sec-butyl-benzo[f]indenyl)hafnium